O1C[C@H](NCCC1)CO (R)-(1,4-Oxazepan-3-yl)methanol